(2R,4S)-2-(2-((R)-5-Aminopent-2-yloxy)-5-fluorophenyl)-4-fluoropyrrolidine-1-carboxylic acid tert-butyl ester C(C)(C)(C)OC(=O)N1[C@H](C[C@@H](C1)F)C1=C(C=CC(=C1)F)O[C@H](C)CCCN